ClC=1C(=NC(=NC1)NC1=CC=C(C=C1)N1CCOCC1)C1=CC=C(C(=O)NCC#N)C=C1 4-(5-chloro-2-(4-morpholinophenyl-amino)pyrimidin-4-yl)-N-(cyanomethyl)benzamide